[Zn].[Ca].[Zn] zinc-calcium-zinc